CC1(OB(OC1(C)C)C=C1CN(C1)C(=O)OC(C)(C)C)C tert-butyl 3-[(4,4,5,5-tetramethyl-1,3,2-dioxaborolan-2-yl)methylene]azetidine-1-carboxylate